(2S)-2-amino-4-(3-methyl-3-(4-phenyl-1H-1,2,3-triazol-1-yl)butylsulfonimidoyl)butanoic acid N[C@H](C(=O)O)CCS(=O)(=N)CCC(C)(N1N=NC(=C1)C1=CC=CC=C1)C